O=C1N(C(C=C1)=O)C1=CC(=C(C=C1)CCC(=O)O)OC 3-(4-(2,5-dioxo-2,5-dihydro-1H-pyrrol-1-yl)-2-methoxyphenyl)propanoic acid